ClC=1C=C(OC=2C=CC(=NC2)C2C(=NN(C(C2)=O)C)C(=O)N)C=CC1 (5-(3-chlorophenoxy)pyridin-2-yl)-1-methyl-6-oxo-1,4,5,6-tetrahydropyridazine-3-carboxamide